OC1=C(C=2CCC(C2C=C1)=C=O)C#N 5-Hydroxy-1-carbonyl-2,3-dihydro-1H-indene-4-carbonitrile